N-((1S,2R)-2-(6-fluoro-2,3-dimethylphenyl)-1-(5-oxo-4,5-dihydro-1,3,4-oxadiazol-2-yl)propyl)-4-(methoxymeth-yl)piperidine-1-sulfonamide FC1=CC=C(C(=C1[C@H]([C@@H](C=1OC(NN1)=O)NS(=O)(=O)N1CCC(CC1)COC)C)C)C